CN(CCCC(CCN(C)C)N)C 1-(3-(dimethyl-amino)propyl)-N3,N3-dimethylpropane-1,3-diamine